[Na+].C(\C=C/C(=O)O)(=O)[O-] maleic acid monosodium salt